(6-(4-chlorophenyl)-3-methoxy-3-methyl-1,2-dioxan-4-yl)methyl alcohol ClC1=CC=C(C=C1)C1CC(C(OO1)(C)OC)CO